C1(CC1)C1=CC=CC(=N1)NC(=O)[C@H]1N(C[C@@H](C1)F)C(=O)OC(C)(C)C tert-Butyl (2S,4R)-2-((6-cyclopropylpyridin-2-yl)carbamoyl)-4-fluoropyrrolidine-1-carboxylate